(S)-3-methyl-morpholine C[C@@H]1NCCOC1